3-(2-chloroethoxy)benzonitrile ClCCOC=1C=C(C#N)C=CC1